ClC=1C=CC2=C(C=C(O2)C(C(=O)N[C@@H]([C@H](C=2C=C3C=CC=NC3=CC2)O)CN2CCCC2)(F)F)C1 2-(5-chlorobenzofuran-2-yl)-2,2-difluoro-N-((1s,2r)-1-hydroxy-3-(pyrrolidin-1-yl)-1-(quinolin-6-yl)propan-2-yl)acetamide